N1=C(C=CC=C1)NC1=CC2=C(N=C(S2)N2C(C3C4C=CC(C3C2=O)C4)=O)C=C1 4-[6-(2-pyridylamino)-1,3-benzothiazol-2-yl]-4-azatricyclo[5.2.1.02,6]dec-8-ene-3,5-dione